N1CCCC12CNCC2 1,7-diazaspiro[4.4]nonan